4-{[5-{1-[(2R,7aS)-2-fluorotetrahydro-1H-pyrrolizin-7a(5H)-yl]methoxy}-7-(3-oxa-7,9-diazabicyclo[3.3.1]nonan-7-yl)[1,3]thiazolo[5,4-d]pyrimidin-2-yl]amino}-2-naphthol F[C@@H]1C[C@@]2(CCCN2C1)COC=1N=C(C2=C(N1)SC(=N2)NC2=CC(=CC1=CC=CC=C21)O)N2CC1COCC(C2)N1